N-((5-((1H-1,2,4-triazol-1-yl)methyl)-5-(2,4-difluorophenyl)tetrahydrofuran-3-yl)methyl)-3-amino-1-(4-methyl-3-phenoxyphenyl)-2-oxo-1,2-dihydrothieno[2,3-b]pyrazine-6-carboxamide N1(N=CN=C1)CC1(CC(CO1)CNC(=O)C1=CC2=C(N=C(C(N2C2=CC(=C(C=C2)C)OC2=CC=CC=C2)=O)N)S1)C1=C(C=C(C=C1)F)F